O=C1N(C2=CC=CC(=C2C1)C1CCNCC1)C1C(NC(CC1)=O)=O 3-[2-oxo-4-(4-piperidyl)indolin-1-yl]piperidine-2,6-dione